Br[C@]12[C@@H](C[C@H]3[C@@H]4CC[C@H]([C@@H](CC[C@@H](CC)C(C)C)C)[C@]4(CC[C@@H]3[C@]2(CC[C@@H](C1)CC(=O)O)C)C)Br.C1(=CC=CC=C1)C=1C(OC2=CC(=CC=C2C1)N1N=C(C(=N1)C)C1=CC=CC=C1)=O 3-phenyl-7-(4-methyl-5-phenyl-1,2,3-triazol-2-yl)coumarin 5α,6β-Dibromostigmastan-3β-yl-acetate